1-(difluoromethyl)-1H-benzimidazole FC(N1C=NC2=C1C=CC=C2)F